methyl 2-[tert-butoxycarbonyl(5-trimethylsilylpent-4-ynyl)amino]-5-[3-(2-fluoro-4-iodo-phenoxy)propyl]-1,3-thiazole-4-carboxylate C(C)(C)(C)OC(=O)N(C=1SC(=C(N1)C(=O)OC)CCCOC1=C(C=C(C=C1)I)F)CCCC#C[Si](C)(C)C